O1C(OCC1)C=1C(=C(OCC=2C=C(C=CC2)NC(OC(C)(C)C)=O)C=CC1CC)F tert-butyl (3-((3-(1,3-dioxolan-2-yl)-4-ethyl-2-fluorophenoxy)methyl)phenyl)carbamate